2-chloro-4-((4-methoxybenzyl)oxy)-3,6-dimethylpyridine ClC1=NC(=CC(=C1C)OCC1=CC=C(C=C1)OC)C